2-[2-(2-aminoethoxy)ethoxy]Ethanol NCCOCCOCCO